(1R*,2R*)-1-(4-hydroxy-3-methylphenyl)-2-(4-(4-fluoro-phenyl)-4-hydroxypiperidin-1-yl)-propan-1-ol OC1=C(C=C(C=C1)[C@H]([C@@H](C)N1CCC(CC1)(O)C1=CC=C(C=C1)F)O)C |o1:7,8|